Dimethyl 4-amino-5-nitrophthalate NC=1C=C(C(C(=O)OC)=CC1[N+](=O)[O-])C(=O)OC